N1(CCC1)CCC(=O)NC(C)(C)C1=CC=C(C=C1)Cl 3-(azetidin-1-yl)-N-(2-(4-chlorophenyl)propan-2-yl)propanamide